p-bromo-o-hydroxybenzoic acid BrC1=CC(=C(C(=O)O)C=C1)O